Ethyl-2,3,4-tris-O-acetyl-β-D-glucopyranosuronic acid methyl ester COC([C@@H]1[C@H]([C@@H]([C@H]([C@](O)(O1)CC)OC(C)=O)OC(C)=O)OC(C)=O)=O